methyl 2-(4-bromo-3-fluoro-2-nitro-anilino)butanoate BrC1=C(C(=C(NC(C(=O)OC)CC)C=C1)[N+](=O)[O-])F